1-(((R)-1-((S)-3-cyclohexyl-2-(methoxymethyl)propanoyl)-4-hydroxy-3,3-dimethylpiperidin-4-yl)methyl)-N,N-dimethyl-6-oxo-4-phenyl-1,6-dihydropyridine-3-carboxamide C1(CCCCC1)C[C@H](C(=O)N1CC([C@@](CC1)(O)CN1C=C(C(=CC1=O)C1=CC=CC=C1)C(=O)N(C)C)(C)C)COC